methyl (2S)-3-methoxy-2-(triphenylmethoxy)propanoate COC[C@@H](C(=O)OC)OC(C1=CC=CC=C1)(C1=CC=CC=C1)C1=CC=CC=C1